ClC1=C(C=CC(=C1)N=C=O)OC(F)F 2-chloro-1-(difluoromethoxy)-4-isocyanatobenzene